O=C1N(C(CC1)=O)[C@H](\C(=C\C(C(C)C)N(C([C@H](C(C)(C)C)NC(=O)OC(C)(C)C)=O)C)\C)[O-] 2,5-dioxopyrrolidin-1-yl-(S,E)-4-((S)-2-((tert-butoxycarbonyl)amino)-N,3,3-trimethylbutanamido)-2,5-dimethyl-hex-2-enolate